3-chloro-2-(5-(trichloromethyl)-3-((5-(trifluoromethyl)-1H-tetrazol-1-yl)methyl)-1H-pyrazol-1-yl)pyridine ClC=1C(=NC=CC1)N1N=C(C=C1C(Cl)(Cl)Cl)CN1N=NN=C1C(F)(F)F